2-(1-Benzothiophen-3-yl)-8-methyl-5-[(1R)-1-phenylethoxy]quinoline S1C=C(C2=C1C=CC=C2)C2=NC1=C(C=CC(=C1C=C2)O[C@H](C)C2=CC=CC=C2)C